C(COCCOCCOCCOCCOCCN)N 3,6,9,12,15-pentaoxaheptadecane-1,17-diamine